ClC1=CC=C2C(=CNC2=C1)S(=O)(=O)NC1=C(C=C(C(=C1)OC)C#N)F 6-chloro-N-(4-cyano-2-fluoro-5-methoxyphenyl)-1H-indole-3-sulfonamide